4-(4-(1-((2-(2,6-Dioxopiperidin-3-yl)-1-oxoisoindolin-5-yl)methyl)-3,3-difluoropiperidin-4-yl)piperazin-1-yl)benzene O=C1NC(CCC1N1C(C2=CC=C(C=C2C1)CN1CC(C(CC1)N1CCN(CC1)C1=CC=CC=C1)(F)F)=O)=O